ClC=1C=C2C(CN(CC2=C(C1)Cl)C)C1=CC=C(C=C1)S(=O)(=O)NCCOCCOCCNC(C1=CC(C(=O)NCCOCCOCCNS(=O)(=O)C2=CC=C(C=C2)C2CN(CC3=C(C=C(C=C23)Cl)Cl)C)=CC(=C1)O)=O N1,N3-bis(2-(2-(2-(4-(6,8-dichloro-2-methyl-1,2,3,4-tetrahydroisoquinolin-4-yl)phenylsulfonamido)ethoxy)ethoxy)ethyl)-5-hydroxyisophthalamide